3-[(5-methyl-1,3,4-thiadiazol-2-yl)oxy]-5-(5-methyl-1,3-thiazol-2-yl)benzamide CC1=NN=C(S1)OC=1C=C(C(=O)N)C=C(C1)C=1SC(=CN1)C